CC(CO)(CO)C(F)(F)F 2-methyl-2-(trifluoromethyl)propane-1,3-diol